BrC=1C=C(C=C2C(N(C(C12)=O)C1C(NC(CC1)=O)=O)=O)CN1CCC(CC1)C1=NC(=C(C(=O)N)C=C1)C1=CC=C(C=C1)OC1=CC=CC=C1 6-(1-((7-bromo-2-(2,6-dioxopiperidin-3-yl)-1,3-dioxoisoindolin-5-yl)methyl)piperidine-4-yl)-2-(4-phenoxyphenyl)nicotinamide